ClC1=C(C=C2CCN(C2=C1)C1=NC=NC2=CC=C(C=C12)C=1C(=NC(=NC1)N)C)F 5-[4-(6-chloro-5-fluoro-indolin-1-yl)quinazolin-6-yl]-4-methyl-pyrimidin-2-amine